5,10,15,20-tetra(p-carboxyphenyl)porphyrin C(=O)(O)C1=CC=C(C=C1)C=1C2=CC=C(N2)C(=C2C=CC(C(=C3C=CC(=C(C=4C=CC1N4)C4=CC=C(C=C4)C(=O)O)N3)C3=CC=C(C=C3)C(=O)O)=N2)C2=CC=C(C=C2)C(=O)O